4-(bis(2-(2-chloroacetamido)ethyl)carbamoyl)-18-(2-(2-(2-(2-bromoacetamido)ethoxy)-ethoxy)acetamido)-6,15-dioxo-8,11-dioxa-5,14-diazanonadecanedioic acid ClCC(=O)NCCN(C(=O)C(CCC(=O)O)NC(COCCOCCNC(CCC(C(=O)O)NC(COCCOCCNC(CBr)=O)=O)=O)=O)CCNC(CCl)=O